FC1=C(C=C(C=C1)OC=1C(=C2C=CNC2=CC1F)CSCC(=C)C)C=1NC(=CN1)C(C)(CCCO)C=1C=C(C=CC1)CCC(=O)OCC Ethyl 3-(3-(2-(2-(2-fluoro-5-((6-fluoro-4-(((2-methylallyl)thio)methyl)-1H-indol-5-yl)oxy)phenyl)-1H-imidazol-5-yl)-5-hydroxypentan-2-yl)phenyl)propanoate